aluminium titanium-zirconium [Zr].[Ti].[Al]